N1=C(C=CC2=CC=CC=C12)[2H] (2-2H)quinolin